C(C)(C)(C)OC(=O)N1C[C@H]2C([C@H]2C1)C1=C(C=2N=CN=C(C2N1C1=CC(=C(C=C1)OC1=NC=CC(=N1)C)F)N)Br (1r,5s)-6-(4-amino-7-bromo-5-{3-fluoro-4-[(4-methylpyrimidin-2-yl)oxy]phenyl}-5H-pyrrolo[3,2-d]pyrimidin-6-yl)-3-azabicyclo[3.1.0]hexane-3-carboxylic acid tert-butyl ester